[Cl-].C(C)[Zr](C1C=CC=2CCCCC12)(C1C=CC=2CCCCC12)CC diethylbis(4,5,6,7-tetrahydro-indenyl)zirconium chloride